FC=1C=CC2=C(NC(=N2)C=2C=C(C=CC2)C2=C(C=CC=C2)C2=NN=CN2C)C1C(F)(F)F 6-Fluoro-2-(2'-(4-methyl-4H-1,2,4-triazol-3-yl)-[1,1'-biphenyl]-3-yl)-7-(trifluoromethyl)-1H-benzo[d]imidazole